isocyanatoethyl acrylate C(C=C)(=O)OCCN=C=O